C(CCCCCC)=O Heptan-1-al